(S)-N-[2-[[6-[(5-cyclobutylthiazol-2-yl)amino]-2-ethyl-pyrimidin-4-yl]amino]ethyl]-2-(methylamino)propanamide C1(CCC1)C1=CN=C(S1)NC1=CC(=NC(=N1)CC)NCCNC([C@H](C)NC)=O